ClC1=C(C=CC=C1)C1=NN=C(O1)C1CC2(CN(C2)C(=O)C2=C(C=CC(=C2)O)F)C1 {6-[5-(o-chlorophenyl)-1,3,4-oxadiazol-2-yl]-2-aza-2-spiro[3.3]heptyl}(2-fluoro-5-hydroxyphenyl)methanone